2-[(6R)-6-[[4-(trifluoromethylsulfonyl)phenyl]methyl]-2-azaspiro[3.4]octane-2-carbonyl]-8-oxa-2,5-diazaspiro[3.5]nonan-6-one FC(S(=O)(=O)C1=CC=C(C=C1)C[C@@H]1CC2(CN(C2)C(=O)N2CC3(C2)NC(COC3)=O)CC1)(F)F